FC(C=1N=C(NC1)C=1C(=NC=CC1)O)(F)F (4-(trifluoromethyl)-1H-imidazol-2-yl)pyridin-2-ol